NCP(=O)(O)CC(C(=O)O)CCC(=O)O 2-[[(aminomethyl)hydroxyphosphinyl]methyl]glutaric acid